COC(C1=C(C=CC=C1)NC(C1=C(C(=CC=C1)Cl)C(NCC1=CC2=C(OCO2)C=C1)=O)=O)=O (2-((benzo[d][1,3]dioxol-5-ylmethyl)carbamoyl)-3-chlorobenzoylamino)benzoic acid methyl ester